5-((2-aminoethyl)amino)-2-(2,6-dioxopiperidin-3-yl)isoindoline-1,3-dione trifluoroacetate FC(C(=O)O)(F)F.NCCNC=1C=C2C(N(C(C2=CC1)=O)C1C(NC(CC1)=O)=O)=O